1-((1-acetylpyrrolidin-3-yl)methyl)-4-chloro-N-(3-fluoro-5-(phenylethynyl)pyridin-2-yl)-1H-pyrazole-5-carboxamide C(C)(=O)N1CC(CC1)CN1N=CC(=C1C(=O)NC1=NC=C(C=C1F)C#CC1=CC=CC=C1)Cl